C(CCC)C=1C(=C(OC1C(=O)O)C(=O)O)CCCC di-n-butyl-2,5-furandicarboxylic acid